2-((benzyloxy)carbonyl)-N6-(tert-butoxycarbonyl)-L-lysine benzyl ester C(C1=CC=CC=C1)OC(C(N)(CCCCNC(=O)OC(C)(C)C)C(=O)OCC1=CC=CC=C1)=O